4-((6',8'-dimethyl-7'-oxo-7',8'-dihydro-6'H-spiro[cyclohexane-1,9'-pyrrolo[1,5-a:2,3-d']dipyrimidin]-2'-yl)amino)benzenesulfonamide CN1C=2N(C3(C(C1=O)C)CCCCC3)C=3N=C(N=CC3C2)NC2=CC=C(C=C2)S(=O)(=O)N